ClC1=CC2=C(SC3=C(C=4OC(=NC24)COCCCN(C)C)C=CC=C3)C=C1 [3-(5-chloro-1-oxa-8-thia-3-aza-dibenzo[e,h]azulen-2-ylmethoxy)-propyl]-dimethylamine